3-propargyl-quinazolinone C(C#C)N1C(N=C2C=CC=CC2=C1)=O